3-(4-chlorophenyl)-N-(4-methoxy-3-(pyridin-4-yl)-1H-pyrazol-5-yl)propenamide ClC1=CC=C(C=C1)C=CC(=O)NC1=C(C(=NN1)C1=CC=NC=C1)OC